4-((4-((2-(5-(2-(diisopropylcarbamoyl)-4-fluorophenoxy)pyrimidin-4-yl)-2,7-diazaspiro[3.5]nonan-7-yl)methyl)phenyl)sulfonyl)-1,4-diazepane-1-carboxylic acid tert-butyl ester C(C)(C)(C)OC(=O)N1CCN(CCC1)S(=O)(=O)C1=CC=C(C=C1)CN1CCC2(CN(C2)C2=NC=NC=C2OC2=C(C=C(C=C2)F)C(N(C(C)C)C(C)C)=O)CC1